DL-α-Hydroxyvaleric acid O[C@@H](C(=O)O)CCC |r|